C1=CC=C(C=C1)C(=O)C=CC2=CC=CC=C2[N+](=O)[O-] nitrochalcone